6-(1-acetylpiperidin-4-yl)-2-(methylthio)-6,7-dihydro-5H-pyrrolo[3,4-d]pyrimidin-5-one C(C)(=O)N1CCC(CC1)N1CC=2N=C(N=CC2C1=O)SC